Butyl 6-(3-bromo-5-fluorophenyl)-2-azaspiro[3.4]octane-2-carboxylate BrC=1C=C(C=C(C1)F)C1CC2(CN(C2)C(=O)OCCCC)CC1